NCCNCC1=CC(=C(C(=C1)OC)OC)CNCCN 1,3-Bis(N-(2-aminoethyl)aminomethyl)-4,5-dimethoxybenzol